FC(C1=NN=C(S1)N1N=CC2=C(C=C(C=C12)S(=O)(=O)NC1(COC1)C)N1CCN(CC1)C(=O)N1CCCC1)F 1-(5-(difluoromethyl)-1,3,4-thiadiazol-2-yl)-N-(3-methyloxetan-3-yl)-4-(4-(pyrrolidine-1-carbonyl)piperazin-1-yl)-1H-indazol-6-sulfonamide